FC1=C(C=C(C=C1)C)C1=C(NC=2C1=NC=CC2)C2=C(C=NC=C2)OCCNC 2-({4-[3-(2-fluoro-5-methylphenyl)-1H-pyrrolo[3,2-b]pyridin-2-yl]pyridin-3-yl}oxy)-N-methylethan-1-amine